ClC1=[N+](C=2CCCCC2C=C1C#N)[O-] 2-Chloro-3-cyano-5,6,7,8-tetrahydroquinoline 1-oxide